diethylene glycol methyl n-Propyl ether C(CC)OCCOCCOC